C(C)(C)NC1CC1 Isopropylcyclopropylamine